FC1(C(CNCC1)C(=O)N1CCN(CC1)C1=NC=C(C=N1)C(F)(F)F)F (4,4-difluoro-3-piperidyl)-[4-[5-(trifluoromethyl)pyrimidin-2-yl]piperazin-1-yl]methanone